1'-tetrahydropyran-2-yl-4'-(4,4,5,5-tetramethyl-1,3,2-dioxaborolan-2-yl)spiro[cyclopentane-1,3'-pyrrolo[2,3-b]pyridine]-2'-one O1C(CCCC1)N1C(C2(C=3C1=NC=CC3B3OC(C(O3)(C)C)(C)C)CCCC2)=O